4-(1-((3,5-dichloro-4-(2,6-dioxopiperidin-3-yl)benzyl)amino)-2-methyl-1-oxopropan-2-yl)-3-fluorobenzamide ClC=1C=C(CNC(C(C)(C)C2=C(C=C(C(=O)N)C=C2)F)=O)C=C(C1C1C(NC(CC1)=O)=O)Cl